7-chloro-8-ethynylnaphthalen ClC1=CC=C2C=CC=CC2=C1C#C